C(C)N(CC)C(N(CC)CC)[SiH](C1=CC(=CC=C1)C(=C)C)CN(CCC)CCC bis(diethylamino)methyl-(dipropylamino)methyl-(3-isopropenylphenyl)silane